CN1C(CCC2=CC(=CC=C12)C=1C=C(C=NC1)CNC(=O)C1=NC=C(N=C1)C(F)(F)F)=O 5-Trifluoromethyl-pyrazine-2-carboxylic acid [5-(1-methyl-2-oxo-1,2,3,4-tetrahydro-quinolin-6-yl)-pyridin-3-ylmethyl]-amide